4-chloropyridine-3-carboxylic acid ClC1=C(C=NC=C1)C(=O)O